ClC=1C(=C(C=CC1)C[C@@H]1N(CC([C@@H]1NS(=O)(=O)CC)(F)F)C(C(C)C)=O)F N-[(2S,3R)-2-[(3-chloro-2-fluorophenyl)methyl]-4,4-difluoro-1-(2-methylpropanoyl)pyrrolidin-3-yl]ethanesulfonamide